BrCC1(CC(C(O1)=O)=C)C1=CC=C(C=C1)Br 5-(bromomethyl)-5-(4-bromophenyl)-3-methylenedihydrofuran-2(3H)-one